1,1,3,3-Tetraethoxypropane C(C)OC(CC(OCC)OCC)OCC